trifluoromethyl-N-(o-tolyl)acethydrazide FC(F)(F)CC(=O)N(N)C1=C(C=CC=C1)C